COC(C1=CC(=NC=C1C=1OC2=C(N1)C=C(C=C2)Cl)Cl)=O 2-chloro-5-(5-chlorobenzo[d]oxazol-2-yl)isonicotinic acid methyl ester